Cl[Si]1(C=2C3=C(C4=C1C=CC=C4)C=CC=C3C=CC2)Cl 7,7-dichloro-7H-benzo[e]naphtho[1,8-bc]siline